BrC(C(=O)NC1=C(C=C(C=C1C)[N+](=O)[O-])C)CC 2-bromo-N-(2,6-dimethyl-4-nitrophenyl)Butanamide